ClC1=CC=C2C(=C(NC2=C1Cl)C=1NC(=NN1)CCO)C=1C=NNC1 2-(5-(6,7-dichloro-3-(1H-pyrazol-4-yl)-1H-indol-2-yl)-4H-1,2,4-triazol-3-yl)ethan-1-ol